Cl.NC1CCC(CC1)(F)CN(C(C(F)(F)F)=O)[C@H]1[C@@H](C1)C1=CC=CC=C1 N-((4-amino-1-fluorocyclohexyl)methyl)-2,2,2-trifluoro-N-(trans-2-phenylcyclopropyl)acetamide hydrochloride